FC(OC1=CC=C(C=C1)C=1C=C(N=NC1)NC1=CC(=NC=C1F)N1C[C@H](O[C@H](C1)C)C)F 5-(4-(difluoromethoxy)phenyl)-N-(2-((2R,6S)-2,6-dimethylmorpholino)-5-fluoropyridin-4-yl)pyridazin-3-amine